COC=1C(N(N=CC1)C=1C=NC(=CC1)N[C@@H]1C[C@H](CC1)NC=1N=NC(=CN1)C)=O 4-Methoxy-2-(6-(((1S,3S)-3-((6-methyl-1,2,4-triazin-3-yl)amino)cyclopentyl)amino)pyridin-3-yl)pyridazin-3(2H)-one